6-methyl-3-(pyridin-2-yl)quinazolin-4(3H)-one CC=1C=C2C(N(C=NC2=CC1)C1=NC=CC=C1)=O